CN[C@H](C(=O)OC(C)(C)C)C tert-butyl (2S)-2-(methylamino)propanoate